3-{4-[3,5-bis(trifluoromethyl)phenyl]-1,3-oxazol-2-yl}propionic acid methyl ester COC(CCC=1OC=C(N1)C1=CC(=CC(=C1)C(F)(F)F)C(F)(F)F)=O